5-Isopropyl-N4,N2-bis-[3-(sulfamoyl)phenyl]pyrimidine-2,4-diamine C(C)(C)C=1C(=NC(=NC1)NC1=CC(=CC=C1)S(N)(=O)=O)NC1=CC(=CC=C1)S(N)(=O)=O